(R)-1-amino-N-(1-(1-(methylsulfonyl)spiro[indoline-3,4'-piperidine]-1'-yl)-1-carbonyl-3-(phenylmethoxy-d2)propan-2-yl)cyclobutane-1-carboxamide hydrochloride Cl.NC1(CCC1)C(=O)N[C@H](C(=C=O)N1CCC2(CC1)CN(C1=CC=CC=C12)S(=O)(=O)C)COC([2H])([2H])C1=CC=CC=C1